O1C(CCCC1)O[C@@H](C)C=1N(C=CN1)CC1=NOC(=C1)C1=CC=C(C=C1)C#CC=1C=CC(=NC1)CN1CC(NCC1)=O 4-((5-((4-(3-((2-((1S)-1-((tetrahydro-2H-pyran-2-yl)oxy)ethyl)-1H-imidazol-1-yl)methyl)isoxazol-5-yl)phenyl)ethynyl)pyridin-2-yl)methyl)piperazin-2-one